O=C1NC(CCC1N1C(C2=C3C(C(=CC=C13)CNC(CCCCCCCCC(=O)O)=O)=CC=C2)=O)=O 10-[[1-(2,6-dioxo-3-piperidyl)-2-oxo-benzo[cd]indol-6-yl]methylamino]-10-oxo-decanoic acid